N-(2-hydroxy-3-(3-(tris(trimethyl-silyloxy)silyl)propyloxy)-propyl)-2-methyl-acrylamide OC(CNC(C(=C)C)=O)COCCC[Si](O[Si](C)(C)C)(O[Si](C)(C)C)O[Si](C)(C)C